C(C=C)(=O)OC1=C(C(=C(C=C1)S(=O)(=O)C1=C(C(=C(C=C1)OC(C=C)=O)OCC)OCC)OCC)OCC bis(4-acryloxydiethoxyphenyl) sulfone